FC(C1=NN=C(O1)C=1C=CC(=NC1)CN1N=NC(=C1)C=1C=C(N)C=CC1)F 3-(1-((5-(5-(difluoromethyl)-1,3,4-oxadiazol-2-yl)pyridin-2-yl)methyl)-1H-1,2,3-triazol-4-yl)aniline